C(C)(=O)OC1=CC=CC=C1 acetylphenyl ether